NC1=C(C=C(C(=C1)N)N)N 2,5-diamino-p-phenylenediamine